ClC1=C(C=CC=C1)N1CCN(CC1)C1=NOC2=C1C(=CC=C2)I 3-(4-(2-chlorophenyl)piperazin-1-yl)-4-iodobenzo[d]isoxazole